C1(CC1)C=1C=C(C=2N(C1)C=C(N2)CNC2=NC(=CC(=C2)NC(=O)[C@@H]2[C@H](C2)C2=NC=CC(=N2)C)C)N2C(N(C(C2)=O)C)=O (1S,2S)-N-(2-(((6-cyclopropyl-8-(3-methyl-2,4-dioxoimidazolidin-1-yl)imidazo[1,2-a]pyridin-2-yl)methyl)amino)-6-methylpyridin-4-yl)-2-(4-methylpyrimidin-2-yl)cyclopropane-1-carboxamide